[Ir+3].FC(C(CO)(NC=1C2=C(N=C(N1)C1=CC=NC=C1)C=NC=C2)C)(F)F 3,3,3-trifluoro-2-methyl-2-{[2-(pyridin-4-yl)pyrido[3,4-d]Pyrimidin-4-yl]Amino}propan-1-ol iridium (III)